ClC1=CC=C2C(=CC(=NC2=C1Cl)N1[C@@H](CCC1)COCCC(=O)O)N1C=NC=C1 (S)-3-((1-(7,8-dichloro-4-(1H-imidazol-1-yl)quinolin-2-yl)pyrrolidin-2-yl)methoxy)propionic acid